BENZYL ((S)-(((2R,3S,5R)-5-(4-AMINO-2-OXO-1,3,5-TRIAZIN-1(2H)-YL)-3-HYDROXYTETRAHYDROTHIOPHEN-2-YL)METHOXY)(PHENOXY)PHOSPHORYL)-L-ALANINATE NC1=NC(N(C=N1)[C@H]1C[C@@H]([C@H](S1)CO[P@](=O)(OC1=CC=CC=C1)N[C@@H](C)C(=O)OCC1=CC=CC=C1)O)=O